C1(=CC=C(C=C1)C1=NNC(=N1)N)C1=NNC(=N1)N 3,3'-(1,4-phenylene)bis(5-amino-1H-1,2,4-triazole)